C(C)OC[C@H](C(C)C)N1C(=NC=2C(=NC=3C=CC=CC3C21)N)C 1-[(1S)-1-(Ethoxymethyl)-2-methyl-propyl]-2-methyl-imidazo[4,5-c]chinolin-4-amin